[Si](C)(C)(C(C)(C)C)OCC=1C(=NC(=NC1C)SC)Cl 5-(((tert-butyldimethylsilyl)oxy)methyl)-4-chloro-6-methyl-2-(methylthio)pyrimidine